COC(=O)C=1C=CC(=C2C=NN(C12)C1(COC1)C1=CC=C(C=C1)Br)Cl 1-[3-(4-bromophenyl)oxetan-3-yl]-4-chloro-indazole-7-carboxylic acid methyl ester